C(=O)(O)C1=CC=C(C=C1)C(C(C(C(C(C(C1=CC=C(C=C1)C(=O)O)(F)F)(F)F)(F)F)(F)F)(F)F)(F)F 1,6-bis(p-carboxyphenyl)perfluorohexane